Butyl 5-(3-hydroxypropyl)-3,4-dihydroisoquinoline-2(1H)-carboxylate OCCCC1=C2CCN(CC2=CC=C1)C(=O)OCCCC